C(C)(C)(C)C1N(CCC(C1)NC1=NC(=NC=C1F)Cl)C(=O)O.C(C)(C)(C)OC(=O)N1CCC(CC1)NC1=NC(=NC=C1F)Cl 4-((2-Chloro-5-fluoropyrimidin-4-yl)amino)piperidine-1-carboxylic acid tert-butyl ester (tert-butyl 4-((2-chloro-5-fluoropyrimidin-4-yl) amino) piperidine-1-carboxylate)